C(C)OC(CC1CN(CC1)C1=C(C=C(C=C1F)C1=NC=C(C(=N1)OCC1CC1)F)F)=O {1-[4-(4-cyclopropylmethoxy-5-fluoro-pyrimidin-2-yl)-2,6-difluoro-phenyl]-pyrrolidin-3-yl}-acetic acid ethyl ester